3-morpholino-6-(naphthalen-1-yl)-1-(piperazin-1-yl)-5,6,7,8-tetrahydro-2,6-naphthyridine-4-carbonitrile hydrochloride Cl.O1CCN(CC1)C=1N=C(C=2CCN(CC2C1C#N)C1=CC=CC2=CC=CC=C12)N1CCNCC1